ClC(CCC(=O)OCC(COCC(COC(CCC(=O)Cl)=O)(CC)COC(CCC(=O)Cl)=O)(CC)COC(CCC(Cl)=O)=O)=O 4-chloro-4-oxo-butyric acid [2-[2,2-bis[(4-chloro-4-oxo-butyryl) oxymethyl] butoxymethyl]-2-[(4-chloro-4-oxo-butyryl) oxymethyl] butyl] ester